N-[(2,5-dichlorophenyl)methyl]-5-oxo-1-phenylpyrrolidine-3-carboxamide ClC1=C(C=C(C=C1)Cl)CNC(=O)C1CN(C(C1)=O)C1=CC=CC=C1